FC=1C=C(CN=[N+]=[N-])C=C(C1F)F 3,4,5-trifluorobenzyl azide